ethyl 1-(1-(phenyl-d5) ethyl)-1H-imidazole-5-carboxylate C1(=C(C(=C(C(=C1[2H])[2H])[2H])[2H])[2H])C(C)N1C=NC=C1C(=O)OCC